(E)-1-((1R,5S,6s)-6-((4-amino-5-(2-methoxy-4-phenoxyphenyl)-7-methyl-7H-pyrrolo[2,3-d]pyrimidin-6-yl)ethynyl)-3-azabicyclo[3.1.0]hexan-3-yl)-4-(dimethylamino)but-2-en-1-one formate C(=O)O.NC=1C2=C(N=CN1)N(C(=C2C2=C(C=C(C=C2)OC2=CC=CC=C2)OC)C#CC2[C@@H]1CN(C[C@H]21)C(\C=C\CN(C)C)=O)C